N-methyl-N-(1-(4-nitro-1-(pyrimidin-2-yl)-1H-pyrazol-5-yl)ethyl)-3,5-bis(trifluoromethyl)benzamide CN(C(C1=CC(=CC(=C1)C(F)(F)F)C(F)(F)F)=O)C(C)C1=C(C=NN1C1=NC=CC=N1)[N+](=O)[O-]